Cl.C1(=C(C(=CC(=C1)C)C)N(N)C1=CC=CC=C1)C mesityl-phenylhydrazine hydrochloride